N-((3R,4S)-4-((6-(2,6-dichloro-3,5-dimethoxyphenyl)-8-(3-methoxyazetidin-1-yl)pyrido[3,4-d]pyrimidin-2-yl)amino)tetrahydrofuran-3-yl)acrylamide ClC1=C(C(=C(C=C1OC)OC)Cl)C1=CC2=C(N=C(N=C2)N[C@H]2[C@H](COC2)NC(C=C)=O)C(=N1)N1CC(C1)OC